3-{4-[5-(4-fluorobenzyl)pyrimidin-2-yl]piperazin-1-yl}-6-(1-methyl-1H-pyrazol-4-yl)pyrazolo[1,5-a]pyridine FC1=CC=C(CC=2C=NC(=NC2)N2CCN(CC2)C=2C=NN3C2C=CC(=C3)C=3C=NN(C3)C)C=C1